Tert-butyl (S)-3-(4-amino-5-iodo-7H-pyrrolo[2,3-d]pyrimidin-7-yl)pyrrolidine-1-carboxylate NC=1C2=C(N=CN1)N(C=C2I)[C@@H]2CN(CC2)C(=O)OC(C)(C)C